FC1=CC(=C(C(=O)N2CCC(CC2)N2CC(C2)(N2N=CC(=C2)C=2C3=C(N=CN2)NC=C3)CC#N)C=C1)OC {1-[1-(4-fluoro-2-methoxybenzoyl)piperidin-4-yl]-3-[4-(7H-pyrrolo[2,3-d]pyrimidin-4-yl)-1H-pyrazol-1-yl]azetidin-3-yl}acetonitrile